O[C@@H](COC)C[C@@H]([C@H](CC=C)C)S(=O)(=O)N(CC1=CC=C(C=C1)OC)CC1=CC=C(C=C1)OC (2R,4S,5S)-2-HYDROXY-1-METHOXY-N,N-BIS(4-METHOXYBENZYL)-5-METHYLOCT-7-ENE-4-SULFONAMIDE